2-(4-(4-benzoyloxycyclohexylmethyl)piperazin-1-yl)-6-(trifluoromethyl)-8-nitro-benzothiopyran-4-one C(C1=CC=CC=C1)(=O)OC1CCC(CC1)CN1CCN(CC1)C=1SC2=C(C(C1)=O)C=C(C=C2[N+](=O)[O-])C(F)(F)F